2-(2-((1R*,2S*)-2-Carboxycyclopropyl)-1-(4-phenyl-1H-pyrazol-1-yl)ethyl)-5-(3-Chloro-2-fluoro-6-(1H-tetrazol-1-yl)phenyl)pyridine 1-oxide C(=O)(O)[C@@H]1[C@H](C1)CC(N1N=CC(=C1)C1=CC=CC=C1)C1=[N+](C=C(C=C1)C1=C(C(=CC=C1N1N=NN=C1)Cl)F)[O-] |o1:3,4|